ClC=1C=C(C=CC1F)NC(N(CCCO)[C@@H](C)C1=CNC(C2=C(C=C(C=C12)F)F)=O)=O (S)-3-(3-chloro-4-fluorophenyl)-1-(1-(6,8-difluoro-1-oxo-1,2-dihydroisoquinolin-4-yl)ethyl)-1-(3-hydroxypropyl)urea